5-fluoro-N-methylindoline-2-carboxamide FC=1C=C2CC(NC2=CC1)C(=O)NC